N1(N=CC2=CC=CC=C12)C1CN(CCC1)C1=CC(=NC(=N1)N)N 6-(3-(1H-indazol-1-yl)piperidin-1-yl)pyrimidine-2,4-diamine